10-(2,3-dihydroxy-1-(hydroxymethyl)propyl)-1,4,7,10-tetraazacyclododecane-1,4,7-triacetic acid OC(C(CO)N1CCN(CCN(CCN(CC1)CC(=O)O)CC(=O)O)CC(=O)O)CO